C[Si](CCOCN1/C(/SC2=C1C=CC=C2)=N/C2=CC=C(N=N2)NC=2SC=C(N2)C(=O)OCC)(C)C ethyl 2-[(6-{[(2Z)-3-{[2-(trimethylsilyl)ethoxy]methyl}-2,3-dihydro-1,3-benzothiazol-2-ylidene]amino}pyridazin-3-yl)amino]-1,3-thiazole-4-carboxylate